(S)-4-(2-chloro-3-(9-(5-fluoro-2-methoxybenzyl)-6-(1-methylcyclopropoxy)-9H-purin-8-yl)phenoxy)-2-methylbutanoic acid ClC1=C(OCC[C@@H](C(=O)O)C)C=CC=C1C=1N(C2=NC=NC(=C2N1)OC1(CC1)C)CC1=C(C=CC(=C1)F)OC